2,4-Difluorophenyl isocyanate FC1=C(C=CC(=C1)F)N=C=O